FC1C2(CC1C2)C(=O)O fluorobicyclo[1.1.1]pentane-1-carboxylic acid